N-{(1S)-1-[1-(5-bromopyridin-2-yl)-1H-1,2,4-triazol-5-yl]ethyl}-3-chloro-5-(trifluoromethyl)benzamide BrC=1C=CC(=NC1)N1N=CN=C1[C@H](C)NC(C1=CC(=CC(=C1)C(F)(F)F)Cl)=O